rac-(3'S,5S)-2-(2-ethoxypyridin-3-yl)-3'-ethyl-7-[(3S)-pyrrolidin-3-yl]-1'-[3-(trifluoromethyl)pyridin-2-yl]spiro[6H-1,7-naphthyridine-5,4'-piperidine]-8-one C(C)OC1=NC=CC=C1C1=NC=2C(N(C[C@@]3([C@@H](CN(CC3)C3=NC=CC=C3C(F)(F)F)CC)C2C=C1)[C@@H]1CNCC1)=O |&1:15,16|